(S)-10-amino-2,7-dimethyl-1,2,3,4-tetrahydro-[1,4]oxazepino[2,3-c]quinolin NC1=CC=2C3=C(CN(C2C=C1)C)OCC[C@@H](N3)C